(5-amino-1-{6-[(2,6-difluorophenyl)oxy]-4-methylpyridin-3-yl}pyrazol-4-yl)[7-(methylsulfonyl)-5,6,7,8-tetrahydro-1H-pyrrolo[3,2-g]isoquinolin-2-yl]methanone NC1=C(C=NN1C=1C=NC(=CC1C)OC1=C(C=CC=C1F)F)C(=O)C1=CC=2C=C3CCN(CC3=CC2N1)S(=O)(=O)C